CN(C(=O)C(=O)N)C1=C(C=CC=C1)COC1=C(C=CC(=C1)C)C n-methyl-2-(2,5-dimethylphenoxymethyl)phenyloxamide